3-methyl-5-(N-(2-(4-(tert-Butoxycarbonyl)piperazin-1-yl)benzyl)-N-phenethylsulfamoyl)benzofuran-2-carboxylic acid CC1=C(OC2=C1C=C(C=C2)S(N(CCC2=CC=CC=C2)CC2=C(C=CC=C2)N2CCN(CC2)C(=O)OC(C)(C)C)(=O)=O)C(=O)O